NC1=CC(=NC(=C1C#N)C=1C=NC=NC1)C=1C=NC=NC1 4-amino-2,6-di(pyrimidin-5-yl)nicotinonitrile